CS(=O)(=O)C=1C=CC(=C(OCC#N)C1)NCC#CC=1N(C2=CC=CC(=C2C1)NC1CCC(CC1)N1CCOCC1)CC(F)(F)F 2-(5-methanesulfonyl-2-{[3-(4-{[(1R,4R)-4-(morpholin-4-yl)cyclohexyl]amino}-1-(2,2,2-trifluoro-ethyl)-1H-indol-2-yl)prop-2-yn-1-yl]amino}phenoxy)acetonitrile